C(#N)C1=C(N=C(S1)N(C1=C(N=C2N1C=C(C=C2)C=2C=NC(=NC2)CC(=O)NC2CCN(CC2)C(=O)OC(C)(C)C)CC)C)C2=CC=C(C=C2)F tert-butyl 4-(2-(5-(3-((5-cyano-4-(4-fluorophenyl)thiazol-2-yl)(methyl)amino)-2-ethylimidazo[1,2-a]pyridin-6-yl)pyrimidin-2-yl)acetamido)piperidine-1-carboxylate